CS(=O)(=O)OCC(CC=1N(N=C(C1)C(F)(F)F)C(C)C)C [3-[2-isopropyl-5-(trifluoromethyl)pyrazol-3-yl]-2-methyl-propyl] methanesulfonate